4-bromo-2-(1-fluoro-2-oxopropyl)benzonitrile BrC1=CC(=C(C#N)C=C1)C(C(C)=O)F